ethyl 2-(3-(1-(2-hydroxy-2-methylpropyl)-1H-indol-5-yl)ureido)-4,5,6,7-tetrahydrobenzo[b]thiophene-3-carboxylate OC(CN1C=CC2=CC(=CC=C12)NC(NC1=C(C2=C(S1)CCCC2)C(=O)OCC)=O)(C)C